(S)-3-[2-[3-(8-Aminopyrido[3,4-d]pyrimidin-2-yl)phenyl]ethynyl]-3-hydroxy-1-(trideuteriomethyl)pyrrolidin-2-one NC1=NC=CC2=C1N=C(N=C2)C=2C=C(C=CC2)C#C[C@@]2(C(N(CC2)C([2H])([2H])[2H])=O)O